[3-[butanoyl-[3-(butanoylamino)propyl]amino]propyl]butanamide C(CCC)(=O)N(CCCC(C(=O)N)CC)CCCNC(CCC)=O